hexyl phenyl ether sulfate S(=O)(=O)(O)O.C1(=CC=CC=C1)OCCCCCC